1-dimethylamino-3,3,5,5,7,7,7-heptamethyl-tetrasiloxane CN([SiH2]O[Si](O[Si](O[Si](C)(C)C)(C)C)(C)C)C